P(=O)(OC1=C(C=CC=C1)Cl)(OCC(SSCCCCCCCCCCCCCCCCCC)(C)C1OC([C@@H]([C@H]1OC(C)=O)OC(C)=O)N1C(NC(C=C1)=O)=O)[O-] 2-chlorophenyl (((3R,4R)-5-(2,4-dioxo-3,4-dihydropyrimidin-1(2H)yl)-3,4-diacetoxy-tetrahydro-furan-2-yl) methyl (2-(octadecyl dithio)) ethyl) phosphate